[Ru](I)(I)I Ruthenium(III) Iodide